1-[((5S,7S)-3-{[3-(4-chlorophenyl)-5-isoxazolyl]methyl}-2-oxo-1-oxa-3-azaspiro[4.5]dec-7-yl)methyl]-1H-benzimidazole-6-carbonitrile ClC1=CC=C(C=C1)C1=NOC(=C1)CN1C(O[C@]2(C1)C[C@H](CCC2)CN2C=NC1=C2C=C(C=C1)C#N)=O